1-(2,4-dichlorophenyl)-(S,S)-1,2-hexanediol ClC1=C(C=CC(=C1)Cl)[C@@H]([C@H](CCCC)O)O